3-amino-N-methyl-2-(1,2,3,4-tetrahydroquinoline-4-carbonyl)-6,7-dihydro-2H-pyrazolo[4,3-c]pyridine-5(4H)-carboxamide NC=1N(N=C2C1CN(CC2)C(=O)NC)C(=O)C2CCNC1=CC=CC=C21